COC1=C(C(=O)NC2=CC(=CC=C2)N2CCOCC2)C(=CC(=C1)C(C)(CCCCCC)C)OC 2,6-dimethoxy-4-(2-methyloctan-2-yl)-N-(3-morpholinophenyl)benzamide